CC1=NC=C(C=N1)CC=O 2-(2-methylpyrimidin-5-yl)acetaldehyde